FC(C=1C(=C(C=CC1)[C@@H](C)NC1=NN(C(C=2C1=CN(C(C2)=O)C2(CNC2)C)=O)C)F)F (R)-4-((1-(3-(difluoromethyl)-2-fluorophenyl)ethyl)amino)-2-methyl-6-(3-methylazetidin-3-yl)-2,6-dihydropyrido[3,4-d]pyridazine-1,7-dione